LACTIC acid C(C(O)C)(=O)O